ClC1=NC=CC(=C1Cl)SC=1C=CC=2C(=NC=C(N2)N2CCC3([C@@H]([C@@H](OC3)C)N)CC2)N1 (3S,4S)-8-(6-((2,3-dichloropyridin-4-yl)thio)pyrido[2,3-b]pyrazin-2-yl)-3-methyl-2-oxa-8-azaspiro[4.5]decan-4-amine